COC(CCCC(C)[C@H]1CC[C@@H]2[C@@]1(CC[C@@H]1[C@]3(CC[C@@H]([C@@H]([C@@H]3CC[C@@H]21)O)OC(C)=O)C)C)=O 5-[(1R,3aS,3bS,5aR,6R,7S,9aR,9bS,11aR)-7-acetoxy-6-hydroxy-9a,11a-dimethylhexadeca-hydro-1H-cyclopenta[1,2-a]phenanthren-1-yl]hexanoic acid methyl ester